COC=1C=C(CN(C=2OC=C(N2)CCN2CCOCC2)CC2=CC(=CC=C2)OC)C=CC1 N,N-bis(3-methoxybenzyl)-4-(2-morpholinoethyl)oxazol-2-amine